1-methylethyl N-[1-[3-(2-methoxy-3-pyridyl) pyrazolo[1,5-a]pyrimidin-5-yl]-3-azetidinyl]-N-methylcarbamate COC1=NC=CC=C1C=1C=NN2C1N=C(C=C2)N2CC(C2)N(C(OC(C)C)=O)C